C(C)(C)(C)C=1C=C(C=2NC3=CC=C(C=C3C2C1)C(C)(C)C)C1=NC2=C(N1C1=CC=CC=C1)C=CC=C2C=2C=C(C=C(C2)C2=NC=CC(=C2)C2=CC=CC=C2)C2=CC=CC=C2 3,6-di-tert-butyl-1-(1-phenyl-4-(5-(4-phenylpyridin-2-yl)-[1,1'-biphenyl]-3-yl)-1H-benzo[d]imidazol-2-yl)-9H-carbazole